COC1=CC(=C(C=C1NC(C(F)(F)F)=O)NC(C=C)=O)C(=O)N1CCN(CC1)C N-(4-methoxy-2-(4-methylpiperazine-1-carbonyl)-5-(2,2,2-trifluoroacetamido)phenyl)acrylamide